3-(4-Bromobenzyl)-6-methoxy-2-(4-methoxyphenyl)benzo[b]selenophene BrC1=CC=C(CC=2C3=C([Se]C2C2=CC=C(C=C2)OC)C=C(C=C3)OC)C=C1